C[C@H](CC[C@H]1C(O1)(C)C)[C@H]2CC[C@@H]3[C@@]2(CC[C@H]4[C@H]3CC=C5[C@@]4(CC[C@@H](C5)O)C)C The molecule is a 3beta-hydroxy-Delta(5)-steroid that is desmosterol in which the double bond at position 24-25 has been oxidised to the corresponding epoxide (the 24S diastereoisomer). It is an oxysterol agonist of the liver X receptor. It has a role as a liver X receptor agonist. It is a cholestanoid, a 3beta-hydroxy-Delta(5)-steroid and an epoxy steroid. It derives from a desmosterol.